sodium ornithinate N[C@@H](CCCN)C(=O)[O-].[Na+]